FC(C1=NN=C(S1)N1N=CC2=C(C=C(C=C12)S(=O)(=O)NC1(CC1)C#N)C1=NC=CC=C1)F 1-[({1-[5-(difluoromethyl)(1,3,4-thiadiazol-2-yl)]-4-(2-pyridyl)-1H-indazol-6-yl}sulfonyl)amino]cyclopropanecarbonitrile